FC=1C=C(CSC=2N(C(C3=C(N2)N(N=C3)C3COC3)=O)C3=CC=CC=C3)C=CC1 6-((3-fluorobenzyl)thio)-1-(oxetan-3-yl)-5-phenyl-1H-pyrazolo[3,4-d]pyrimidin-4(5H)-one